C(C1=CC=CC=C1)N1CCN(CC1)C1=CC(=C2C=CNC2=C1)Br 6-(4-Benzylpiperazin-1-yl)-4-bromo-1H-indole